4-(3,4-dichloro-2-fluorophenylamino)-7-methoxyquinazolin-6-ol ClC=1C(=C(C=CC1Cl)NC1=NC=NC2=CC(=C(C=C12)O)OC)F